NC1=NC=CC=C1C1=NC=2C(=NC(=CC2)N2N=CC=C2)N1C=1C=C2CC[C@@H](C2=CC1)NC(C1=C(C=CC=C1)NC(C(=C)F)=O)=O (S)-N-(5-(2-(2-aminopyridin-3-yl)-5-(1H-pyrazol-1-yl)-3H-imidazo[4,5-b]pyridin-3-yl)-2,3-dihydro-1H-inden-1-yl)-2-(2-fluoroacrylamido)benzamide